6-(3,5-dimethylisoxazol-4-yl)pyridin-3-amine CC1=NOC(=C1C1=CC=C(C=N1)N)C